N-[(1R)-1-[3-amino-5-(trifluoromethyl)phenyl]ethyl]-6-oxo-1-[3-(2-oxopiperazin-1-yl)phenyl]pyridine-3-carboxamide NC=1C=C(C=C(C1)C(F)(F)F)[C@@H](C)NC(=O)C1=CN(C(C=C1)=O)C1=CC(=CC=C1)N1C(CNCC1)=O